S(=O)(=O)(O)O.CSC(N)=N.CSC(N)=N 2-methyl-2-thiopseudourea hemisulphate